(R)-N-(2-fluoro-3-hydroxy-3-methylbutyl)-6-(pyridin-4-yl)-4-((tetrahydro-2H-pyran-4-yl)amino)pyrrolo[1,2-b]pyridazine-3-carboxamide F[C@H](CNC(=O)C1=C(C=2N(N=C1)C=C(C2)C2=CC=NC=C2)NC2CCOCC2)C(C)(C)O